(2S,3S,4R,5R)-5-(6-(benzylamino)-2-(5-hydroxypyridin-3-yl)-9H-purin-9-yl)-3,4-dihydroxy-N-(methyl-d3)-tetrahydrofuran-2-carboxamide C(C1=CC=CC=C1)NC1=C2N=CN(C2=NC(=N1)C=1C=NC=C(C1)O)[C@H]1[C@@H]([C@@H]([C@H](O1)C(=O)NC([2H])([2H])[2H])O)O